FC(C1=NNC=2CCCC(C12)=O)(F)F 3-(trifluoromethyl)-4,5,6,7-tetrahydro-1H-indazol-4-one